CC=1C=C2C(CC(CC2=CC1)C(=O)OC)=O methyl 6-methyl-4-oxo-1,2,3,4-tetrahydronaphthalene-2-carboxylate